C1(CC1)C=1N=CC2=C(N1)NC=C2C=2C=C1N=CC=NC1=CC2 6-(2-cyclopropyl-7H-pyrrolo[2,3-d]pyrimidin-5-yl)quinoxaline